1-docosanoyl-2-(9Z-hexadecenoyl)-glycero-3-phospho-(1'-sn-glycerol) CCCCCCCCCCCCCCCCCCCCCC(=O)OC[C@H](COP(=O)(O)OC[C@H](CO)O)OC(=O)CCCCCCC/C=C\CCCCCC